(R)-3-(1-[1,3]oxazolo[5,4-b]pyridin-2-ylpyrrolidin-3-yl)-3-[4-(7H-pyrrolo[2,3-d]pyrimidin-4-yl)-1H-pyrazol-1-yl]propionitrile N1=C(OC2=NC=CC=C21)N2CC(CC2)[C@@H](CC#N)N2N=CC(=C2)C=2C1=C(N=CN2)NC=C1